O1CCN(CC1)CC=1C=C(C=C(C1)OC(F)(F)F)NC(OC1=CC=CC=C1)=O phenyl (3-(morpholinomethyl)-5-(trifluoromethoxy) phenyl)carbamate